N-(1-(4-amino-7-((trimethylsilyl)ethynyl)pyrrolo[2,1-f][1,2,4]triazin-5-yl)piperidin-3-yl)-5-chlorothiophene-2-carboxamide NC1=NC=NN2C1=C(C=C2C#C[Si](C)(C)C)N2CC(CCC2)NC(=O)C=2SC(=CC2)Cl